(3S)-N-(1-(3-chlorophenyl)-3-phenylpropyl)-5-oxopyrrolidine ClC=1C=C(C=CC1)C(CCC1=CC=CC=C1)N1CCCC1=O